C(CCCCC(=O)[O-])CCCC=O The molecule is the conjugate base of 10-oxocapric acid. It is an aldehydic acid anion and an omega-oxo fatty acid anion. It is a conjugate base of a 10-oxocapric acid.